N-(1-((3-(difluoromethyl)pyridin-2-yl)oxy)-2-methyl-propan-2-yl)-2-(tetrahydro-1H-pyrrolizin-7a(5H)-yl)acetamide FC(C=1C(=NC=CC1)OCC(C)(C)NC(CC12CCCN2CCC1)=O)F